(S)-pyrrolidin-3-yl-acetic acid, hydrochloride Cl.N1C[C@@H](CC1)CC(=O)O